aminonaphthalenetrisulfonate NC1=C(C(=C(C2=CC=CC=C12)S(=O)(=O)[O-])S(=O)(=O)[O-])S(=O)(=O)[O-]